CC1=C(C=CC(=C1)OC(F)(F)F)S(=O)(=O)N1CCC2(CC(CO2)N2CCOCC2)CC1 8-((2-methyl-4-(trifluoromethoxy)phenyl)sulfonyl)-3-morpholino-1-oxa-8-azaspiro[4.5]decane